N-(5-chloro-2-methoxybenzylidene)-2-methylpropane-2-sulfinamide ClC=1C=CC(=C(C=NS(=O)C(C)(C)C)C1)OC